C12CN(CC(CC1)N2)C2=CC(=NCC2)OCC21CCCN1CCC2 4-(3,8-diazabicyclo[3.2.1]oct-3-yl)-2-((hexahydro-1H-pyrrolizine-7a-yl)methoxy)-5,6-dihydropyridin